7-((2R,3R,4S,5R)-5-((R)-(3,4-dichlorophenyl)(methoxy)methyl)-3,4-dihydroxytetrahydrofuran-2-yl)-3,7-dihydro-4H-pyrrolo[2,3-d]pyrimidin-4-one O-methyl oxime CON=C1C2=C(N=CN1)N(C=C2)[C@@H]2O[C@H]([C@H]([C@H]2O)O)[C@H](OC)C2=CC(=C(C=C2)Cl)Cl